(1s,2s)-2-{5-[(3-bromo-4-trifluoromethyl-benzyl)-tert-butoxycarbonylamino]Methyl-pyrazin-2-yl}-cyclopropanecarboxylate BrC=1C=C(CN(C(=O)OC(C)(C)C)CC=2N=CC(=NC2)[C@@H]2[C@H](C2)C(=O)[O-])C=CC1C(F)(F)F